(E)-7-fluoro-2-(4-(4-methylpiperazin-1-yl)benzylidene)-3,4-dihydronaphthalen-1(2H)-one FC1=CC=C2CC\C(\C(C2=C1)=O)=C/C1=CC=C(C=C1)N1CCN(CC1)C